(S)-N-(1-hydroxy-3-phenylpropan-2-yl)acetamide OC[C@H](CC1=CC=CC=C1)NC(C)=O